C(C)(C)(C)N(C(=O)OCCCCCCN(C(C)C)CCO)[C@H](C)C1=CC(=C(C(=C1)OCC)C1CC1)OCC 6-[(2-hydroxyethyl)(propan-2-yl)amino]hexan-1-ol tert-butyl[(1R)-1-(4-cyclopropyl-3,5-diethoxyphenyl)ethyl]carbamate